NC1=NC(=NC=C1[N+](=O)[O-])N1CCN(CC1)C(=O)OC(C)(C)C 4-(4-amino-5-nitropyrimidin-2-yl)-1-tert-butoxycarbonylpiperazine